O=C1NC(CCC1N1C(N(C2=C1C=CC(=C2)N2CCC(CC2)CC2CCN(CC2)[C@H]2CN(CC2)C(=O)OC(C)(C)C)C)=O)=O tert-butyl (3R)-3-[4-[[1-[1-(2,6-dioxo-3-piperidyl)-3-methyl-2-oxo-benzimidazol-5-yl]-4-piperidyl]methyl]-1-piperidyl]pyrrolidine-1-carboxylate